3-(5-methyl-3-pyridyl)propanoic acid CC=1C=C(C=NC1)CCC(=O)O